C1(CC1)C=1C(=CC(=C(CN2CCC3(CNC(O3)=O)CC2)C1)OCC)C1=NC=C(C=C1)F 8-(5-cyclopropyl-2-ethoxy-4-(5-fluoropyridin-2-yl)benzyl)-1-oxa-3,8-diazaspiro[4.5]decan-2-one